2'-deoxy-2'-chloroguanosine Cl[C@H]1[C@@H](O[C@@H]([C@H]1O)CO)N1C=NC=2C(=O)NC(N)=NC12